N-[[6-[(cyclobutylmethylamino)methyl]imidazo[1,2-a]pyridin-2-yl]methyl]-1H-indazole-4-carboxamide C1(CCC1)CNCC=1C=CC=2N(C1)C=C(N2)CNC(=O)C=2C=1C=NNC1C=CC2